C(C)(=O)C=1C(=NC(=CC1)N1C=NC2=C1C=C(C(=C2)NC=2N=NC(=CC2)C)OCCN(C)C)N2N=C(C=C2C)C#N 1-[3-acetyl-6-[6-[2-(dimethylamino)ethoxy]-5-[(6-methylpyridazin-3-yl)amino]benzimidazol-1-yl]-2-pyridinyl]-5-methyl-pyrazole-3-carbonitrile